4,4'-bipyridine chloride [Cl-].N1=CC=C(C=C1)C1=CC=NC=C1